(E)-3-(Dimethylamino)-1-(6-iodoimidazo[1,2-a]pyridin-3-yl)prop-2-en-1-one CN(/C=C/C(=O)C1=CN=C2N1C=C(C=C2)I)C